1-[3-(2,5-dimethylphenyl)-1,2,4-oxadiazol-5-yl]-4,4-difluoro-6-azaspiro[2.5]octane-6-sulfonamide CC1=C(C=C(C=C1)C)C1=NOC(=N1)C1CC12C(CN(CC2)S(=O)(=O)N)(F)F